N-(2-((trans)-3-benzyl-4-hydroxychroman-7-yl)phenyl)-1,1,1-trifluorometh-anesulfonamide C(C1=CC=CC=C1)[C@@H]1COC2=CC(=CC=C2[C@H]1O)C1=C(C=CC=C1)NS(=O)(=O)C(F)(F)F